CC(CP([O-])(=O)CC(CC(C)(C)C)C)CC(C)(C)C.C(CCCCC)[P+](CCCCCCCCCCCCCC)(CCCCCC)CCCCCC trihexyl(tetradecyl)phosphonium Bis(2,4,4-trimethylpentyl)phosphinate